Tert-Butyl N-[5-(2-Fluoroethyl)-4,6-Dimethoxy-Pyrimidin-2-Yl]Carbamate FCCC=1C(=NC(=NC1OC)NC(OC(C)(C)C)=O)OC